COCC=1NC=C(N1)C(=O)N (methoxymethyl)imidazole-4-carboxamide